N-(2-chloro-3-((5-chloro-3-methyl-4-oxo-3,4-dihydroquinazolin-6-yl)oxy)-4-fluorophenyl)-3,3-difluoropyrrolidine-1-sulfonamide ClC1=C(C=CC(=C1OC=1C(=C2C(N(C=NC2=CC1)C)=O)Cl)F)NS(=O)(=O)N1CC(CC1)(F)F